2-isopropyl-5-(quinolin-2-yl)pyridin-3-amine C(C)(C)C1=NC=C(C=C1N)C1=NC2=CC=CC=C2C=C1